3-(isoquinoline-4-yl)acrylic acid C1=NC=C(C2=CC=CC=C12)C=CC(=O)O